BrC1=CC=C(C=N1)C(C(F)(F)F)C(C(=O)OCC)C(=O)OCC diethyl 2-(1-(6-bromopyridin-3-yl)-2,2,2-trifluoroethyl)malonate